CC=1C=C(C=CC1C)C(=O)C(C(=O)OCC)=CNC1=CC=C(C=C1)OC ethyl 2-[(3,4-dimethylphenyl)carbonyl]-3-[(4-methoxyphenyl)amino]prop-2-enoate